isopentyl p-methoxycinnamate COC1=CC=C(C=CC(=O)OCCC(C)C)C=C1